N-[4-(2-fluorophenyl)thiazol-2-yl]-4-methoxy-benzamide FC1=C(C=CC=C1)C=1N=C(SC1)NC(C1=CC=C(C=C1)OC)=O